C(OC(C)(C)C)(OC=1C=CC2=NC=3C4=CC=5[C@@](C(OCC5C(N4CC3C(=C2C1)CC)=O)=O)(O)CC)=O tert-butyl (19S)-10,19-diethyl-19-hydroxy-14,18-dioxo-17-oxa-3,13-diazapentacyclo[11.8.0.02,11.04,9.015,20]henicosa-1(21),2(11),3,5,7,9,15(20)-heptaen-7-yl carbonate